C(C)N(CCC1=CNC2=CC(=C(C=C12)OC)C)CC N,N-diethyl-2-(5-methoxy-6-methyl-1H-indol-3-yl)ethan-1-amine